C[C@H]1NC[C@@H]2N(CC[C@@H]21)C(=O)C=2OC(=CN2)C2=CC(=NC=C2)C#N 4-(2-((3ar,4r,6ar)-4-methyl-octahydropyrrolo[3,4-b]pyrrole-1-carbonyl)-oxazol-5-yl)pyridinecarbonitrile